ClC1=CC=C(C=C1)C1=C(N=C(N1)C1=CC=C(C=C1)OCC1=CC(=C(C=C1)Cl)Cl)C 5-(4-chlorophenyl)-2-(4-((3,4-dichlorobenzyl)oxy)phenyl)-4-methyl-1H-imidazole